azetidin-3-yl-(2-(5-(trifluoromethyl)pyridin-2-yl)-5,6-dihydroimidazo[1,2-a]pyrazin-7(8H)-yl)methanone N1CC(C1)C(=O)N1CC=2N(CC1)C=C(N2)C2=NC=C(C=C2)C(F)(F)F